1-Bromoperfluorobutane BrC(C(C(C(F)(F)F)(F)F)(F)F)(F)F